FC=1C=2N(C=C(C1)NC(=O)C=1C=CC(=C3C=CN=NC13)N1C[C@H]3CC[C@@H](C1)N3C(=O)OC(C)(C)C)C=C(N2)C tert-butyl (1R,5S)-3-[8-([8-fluoro-2-methylimidazo[1,2-a]pyridin-6-yl] carbamoyl) cinnolin-5-yl]-3,8-diazabicyclo[3.2.1]octane-8-carboxylate